1-((4-(5-(quinoxalin-2-yl)-1,2,4-oxadiazol-3-yl)naphthalen-1-yl)methyl)azetidine-3-carboxylic acid N1=C(C=NC2=CC=CC=C12)C1=NC(=NO1)C1=CC=C(C2=CC=CC=C12)CN1CC(C1)C(=O)O